4-chlorophenyl-(pyridin-2-yl)-methanone ClC1=CC=C(C=C1)C(=O)C1=NC=CC=C1